OC1C2(C3=CC=CC=C3C1)CCOC1=CC=CC=C12 hydroxy-2',3'-dihydrospiro[chromane-4,1'-indene]